3-(4-(2-(2-chloro-1H-indol-3-yl)ethylamino)-7,8-dihydro-6H-pyrimido[5,4-b][1,4]oxazin-2-yl)pyridin-2-ol ClC=1NC2=CC=CC=C2C1CCNC1=NC(=NC2=C1OCCN2)C=2C(=NC=CC2)O